2-[(1R,3R)-1-(Acetyloxy)-4-methyl-3-[(2S,3S)-3-methyl-2-{[(2R)-1-methylpiperidin-2-yl]formamido}-N-(pent-4-yn-1-yloxy)pentanamido]pentyl]-1,3-thiazole-4-carboxylic acid C(C)(=O)O[C@H](C[C@H](C(C)C)N(C([C@H]([C@H](CC)C)NC(=O)[C@@H]1N(CCCC1)C)=O)OCCCC#C)C=1SC=C(N1)C(=O)O